C(C(=C)C)(=O)NCCC[N+](CCS(=O)(=O)[O-])(C)C 2-((3-methacrylamidopropyl)dimethylammonio)ethane-1-sulfonate